CC1C(N1C(C1=CC=CC=C1)(C1=CC=CC=C1)C1=CC=CC=C1)C(=O)O.C(C)C=1C=C(C=C2C=NC(=NC12)F)B1OC(C(O1)(C)C)(C)C 8-ethyl-2-fluoro-6-(4,4,5,5-tetramethyl-1,3,2-dioxaborolan-2-yl)quinazoline 3-methyl-1-tritylaziridine-2-carboxylate